NC1=NC=C(C=C1C=1C=C2CCNC(C2=CC1)=O)C1=CC(=C(C(=C1)F)N1C[C@H](OCC1)C(C)C)F (R)-6-(2-amino-5-(3,5-difluoro-4-(2-isopropylmorpholino)phenyl)pyridin-3-yl)-3,4-dihydroisoquinolin-1(2H)-one